(E)-7-(4-(2-(5-cyclopropyl-3-(3,5-dichloropyridin-4-yl)isoxazol-4-yl)vinyl)piperidin-1-yl)isoquinoline-3-carboxylic acid C1(CC1)C1=C(C(=NO1)C1=C(C=NC=C1Cl)Cl)/C=C/C1CCN(CC1)C1=CC=C2C=C(N=CC2=C1)C(=O)O